2-(3-(3,6-dihydro-2H-pyran-4-yl)-1H-pyrazol-1-yl)propanoic acid O1CCC(=CC1)C1=NN(C=C1)C(C(=O)O)C